F\C(=C/C1=CC=C(C=C1)F)\[N+](=O)[O-] (Z)-1-(2-fluoro-2-nitrovinyl)-4-fluorobenzene